N-{1-[2-(cyclopropylmethoxy)-3,5-difluorophenyl]ethyl}-5-{2-acetamidoimidazo[1,2-b]pyridazin-6-yl}-2-methoxypyridine-3-carboxamide C1(CC1)COC1=C(C=C(C=C1F)F)C(C)NC(=O)C=1C(=NC=C(C1)C=1C=CC=2N(N1)C=C(N2)NC(C)=O)OC